Acetamidogalactose C(C)(=O)NC(=O)[C@H](O)[C@@H](O)[C@@H](O)[C@H](O)CO